N1(CC=CC1)C(=O)O.OC(C)(C)C1CCC(CC1)NC1=NC(=NC=C1C(=O)N)NC(C)C 4-((1s,4s)-4-(2-hydroxypropan-2-yl)cyclohexylamino)-2-(isopropylamino)pyrimidine-5-carboxamide 2,5-dihydropyrrole-1-carboxylate